COC1=C(C=CC(=C1)C)C1=NN=CC2=CC=CC=C12 2-methoxy-4-methylphenyl-phthalazine